FC1=CC=NN1C 5-FLUORo-1-METHYL-1H-PYRAZOL